(1S,2S)-N-(7-chloro-6-(1-((3S,4S)-4-hydroxy-3-methyltetrahydrofuran-3-yl)piperidin-4-yl)isoquinolin-3-yl)-2-(tetrahydro-2H-pyran-4-yl)cyclopropane-1-carboxamide ClC1=C(C=C2C=C(N=CC2=C1)NC(=O)[C@@H]1[C@@H](C1)C1CCOCC1)C1CCN(CC1)[C@]1(COC[C@H]1O)C